Methyl (E)-2-((5,7-dicyanobenzo[b]thiophen-3-yl)methylene)-3-oxobutanoate C(#N)C1=CC2=C(SC=C2\C=C(\C(=O)OC)/C(C)=O)C(=C1)C#N